COC=1C(=CC=C2C=C(C=NC12)CN(CC)CC)[N+](=O)[O-] 8-Methoxy-7-nitro-3-((diethylamino)methyl)quinoline